CN1CC(C1)(C)[C@@](C=1C=C(C=NC1)C#CC(O)C1=NN(C(=C1)C)C)(C1=CC=C(C=C1)C(C)C)O 3-{5-[(R)-(1,3-dimethyl-azetidin-3-yl)-hydroxy-(4-isopropyl-phenyl)-methyl]-pyridin-3-yl}-1-(1,5-dimethyl-1H-pyrazol-3-yl)-prop-2-yn-1-ol